ClC1=C(CN(C=2C3=C(N=CN2)NC(=C3)C3=CC=C(C=C3)CN3CCOCC3)C)C=C(C=C1)Cl N-(2,5-Dichlorobenzyl)-N-methyl-6-(4-(morpholinomethyl)phenyl)-7H-pyrrolo[2,3-d]pyrimidin-4-amine